4-fluoro-8-(1-methylpiperidin-4-yl)-1-(2,2,2-trifluoroethyl)-2-(trifluoromethyl)chromeno[7,8-d]imidazol-6(1H)-one FC1=CC=2C(C=C(OC2C2=C1N=C(N2CC(F)(F)F)C(F)(F)F)C2CCN(CC2)C)=O